3H,4H-pyrido[4,3-d]pyrimidin-4-one N1=CNC(C2=C1C=CN=C2)=O